ClC1=CC=C(CN2C(N3C(C4=C2C=C(C=N4)N4CCOCC4)=NN=C3CC3CCOCC3)=O)C=C1 6-(4-chlorobenzyl)-8-(morpholin-4-yl)-3-(tetrahydro-2H-pyran-4-ylmethyl)pyrido[2,3-e][1,2,4]triazolo[4,3-c]pyrimidin-5(6H)-one